C1(CCC1)N1N=NN=C1SC1=NC2=CC=CC=C2N=C1SC1=NN=NN1C1CCC1 2,3-Bis((1-cyclobutyltetrazol-5-yl)thio)quinoxaline